CN1N=CC(=C1)C1=NC=CC(=N1)OC=1C=CC(=NC1)N 5-((2-(1-methyl-1H-pyrazol-4-yl)pyrimidin-4-yl)oxy)pyridin-2-amine